C(C)OC(C1=CN=C(C(=C1)NC(=O)C=1C=NN2C1SC(=C2)C2=NC=CC=C2)C)=O.BrCC=2C=C(C=CC2)NC2C(NC(CC2)=O)=O 3-((3-(bromomethyl)phenyl)amino)piperidine-2,6-dione ethyl-6-methyl-5-(2-(pyridin-2-yl)pyrazolo[5,1-b]thiazole-7-carboxamido)nicotinate